NC(C=1N(C2=CC=CC(=C2C1)N[C@H]1[C@H](CN(CC1)C)F)CC(F)(F)F)=NOC(CNC(OC(C)(C)C)=O)=O tert-butyl (2-(((amino(4-(((3S,4R)-3-fluoro-1-methylpiperidin-4-yl)amino)-1-(2,2,2-trifluoroethyl)-1H-indol-2-yl)methylene)amino)oxy)-2-oxoethyl)carbamate